5-((2,4-dichloro-5-isopropoxyphenyl)amino)-5-oxopentanoic acid ClC1=C(C=C(C(=C1)Cl)OC(C)C)NC(CCCC(=O)O)=O